C\C(=C/CO)\CC\C=C(\CC\C=C(/CCC=C(C)C)\C)/C (2E,6E,10Z)-3,7,11,15-tetramethylhexadeca-2,6,10,14-tetraen-1-ol